FCCCN1C[C@H](CC1)OC1=CC=C(C=C1)C1=C(CSC2=CC(=CC=C12)O)C1=C(C=C(C=C1)OC([2H])([2H])[2H])F 4-[4-[(3S)-1-(3-fluoropropyl)pyrrolidin-3-yl]oxyphenyl]-3-[2-fluoro-4-(trideuteriometh-oxy)phenyl]-2H-thiochromen-7-ol